ClC1=NC(=C(C(=N1)Cl)OCCNC(OC(C)(C)C)=O)OCCC1=CNC2=CC(=CC=C12)F tert-butyl N-[2-[2,4-dichloro-6-[2-(6-fluoro-1H-indol-3-yl)ethoxy]pyrimidin-5-yl]oxyethyl]carbamate